ClC1=CC=CC=2SC3=CC=CC=C3C(C12)=O chloro-thioxanthone